4-CYCLOPROPYL-3-(2-METHOXYPHENYL)-N-(2-(TRIFLUOROMETHYL)PYRIDIN-4-YL)ISOTHIAZOLE-5-CARBOXAMIDE C1(CC1)C=1C(=NSC1C(=O)NC1=CC(=NC=C1)C(F)(F)F)C1=C(C=CC=C1)OC